N-[4-[6-[[6-(3,3-dimethylbutyl)-6-azaspiro[2.5]octan-2-yl]methylamino]-4,5-dimethyl-pyridazin-3-yl]phenyl]acetamide CC(CCN1CCC2(C(C2)CNC2=C(C(=C(N=N2)C2=CC=C(C=C2)NC(C)=O)C)C)CC1)(C)C